1-(3-glycidoxypropyl)-1,1,3,3-tetramethyl-5,5,5-triethoxytrisiloxane C(C1CO1)OCCC[Si](O[Si](O[Si](OCC)(OCC)OCC)(C)C)(C)C